[N+](=[N-])=C1CC=C(C(/C=C/C2=CC=CC=C2)=O)C=C1 4'-diazochalcone